C(C)(C)(C)[Si](C#CCOC1=CC(=CC=C1)B1OC(C(O1)(C)C)(C)C)(C)C tert-butyldimethyl(3-(3-(4,4,5,5-tetramethyl-1,3,2-dioxaborolan-2-yl)phenoxy)prop-1-yn-1-yl)silane